[5-(trifluoromethyl)-3-pyridyl]benzamide FC(C=1C=C(C=NC1)C1=C(C(=O)N)C=CC=C1)(F)F